C(C)OC(=O)NCC(CC(=O)OCC)C ethyl 4-((ethoxycarbonyl)amino)3-methylbutanoate